4-(5-(3-Ethoxy-4-methoxyphenyl)-4-methylpyridin-3-yl)-1,2-oxaborolan-2-ol C(C)OC=1C=C(C=CC1OC)C=1C(=C(C=NC1)C1CB(OC1)O)C